[Si](C1=CC=CC=C1)(C1=CC=CC=C1)(C(C)(C)C)OC1CN(CCC1C(N(C)OC)=O)C(=O)OC(C)(C)C tert-butyl 3-[tert-butyl(diphenyl)silyl]oxy-4-[methoxy(methyl)carbamoyl]piperidine-1-carboxylate